4-hydroxymethyl-5-methyl-1,3-dioxol-2-one OCC=1OC(OC1C)=O